BrC=1C=C2C(=C(C(N(C2=CC1)C)=O)C#N)N1[C@H](CN[C@@H](C1)C)C 6-bromo-4-((2S,5R)-2,5-dimethylpiperazine-1-yl)-1-methyl-2-oxo-1,2-dihydroquinoline-3-carbonitrile